COC1=CC(=C(C=C1)C=1C=2N(C(=NN1)SC)C=CC2)CC(F)(F)F 1-[4-Methoxy-2-(2,2,2-trifluoroethyl)phenyl]-4-methylsulfanyl-pyrrolo[1,2-d][1,2,4]triazine